O1CCN(CC1)CC1=CC=C(OCC2=CC3=C(C(N(C3)[C@@H]3C(NC(CC3)=O)=O)=O)S2)C=C1 (S)-3-(2-((4-(morpholinomethyl)phenoxy)methyl)-6-oxo-4H-thieno[2,3-c]pyrrol-5(6H)-yl)piperidine-2,6-dione